[C@]12(COC[C@H]2C1)C=O |r| [rac-(1S,5S)-3-oxabicyclo[3.1.0]hexan-1-yl]methanone